NC=1C(=NC=C(C1)Br)NC1=CC=C(C=C1)NC(OC(C)(C)C)=O Tert-butyl [4-(3-amino-5-bromo-pyridin-2-ylamino)-phenyl]-carbamate